2,2,4-trimethylcyclohexane CC1(CCCC(C1)C)C